tert-butyl 7-((3-(2,6-bis(benzyloxy)pyridin-3-yl)-1-methyl-1H-indazol-7-yl)oxy)-2-azaspiro[3.5]nonane-2-carboxylate C(C1=CC=CC=C1)OC1=NC(=CC=C1C1=NN(C2=C(C=CC=C12)OC1CCC2(CN(C2)C(=O)OC(C)(C)C)CC1)C)OCC1=CC=CC=C1